C(=O)O.C(C)(C)(C)NC(CN(C1=C2C(=NC(=C1)C1=NC=CC=N1)CCC2)C)=O N-tert-butyl-2-[methyl[2-(pyrimidin-2-yl)-5H,6H,7H-cyclopenta[b]pyridin-4-yl]amino]acetamide formate